C(C)(CC)OB(OC(C)CC)OC(C)CC tri-sec-butylborate